3-((6-(5-Fluoro-1H-pyrazol-4-yl)-4-(2-hydroxyethyl)-1-oxoisoquinolin-2(1H)-yl)methyl)-N-methylbenzamide FC1=C(C=NN1)C=1C=C2C(=CN(C(C2=CC1)=O)CC=1C=C(C(=O)NC)C=CC1)CCO